ClC1=CC(=C(C=C1)C1(OC2=C(O1)C=CC=C2C2CCN(CC2)CC=2N(C(=CN2)CCC(=O)O)CCOC)C)F 3-(2-((4-(2-(4-chloro-2-fluorophenyl)-2-methylbenzo[d][1,3]dioxol-4-yl)piperidin-1-yl)methyl)-1-(2-methoxyethyl)-1H-imidazol-5-yl)propanoic acid